C(C=C)(=O)NC=1C=CC(=C(C(=O)O)C1)C(N(CC1=CC=C(C=C1)OC)CC1=CC=C(C=C1)OC)=O 5-acrylamido-2-(bis(4-methoxybenzyl)carbamoyl)benzoic acid